6-(3-fluorophenyl)-N2-isopropyl-N4-(pyridin-4-yl)-1,3,5-triazine-2,4-diamine FC=1C=C(C=CC1)C1=NC(=NC(=N1)NC(C)C)NC1=CC=NC=C1